C(#N)C=1C=CC(=C(C1)C1=CC(=NC=C1C(=O)NC=1SC2=C(N1)CN(C2)C(=O)C2CC(C2)OC(F)(F)F)C)OC 4-(5-cyano-2-methoxyphenyl)-6-methyl-N-(5-(3-(trifluoromethoxy)cyclobutane-1-carbonyl)-5,6-dihydro-4H-pyrrolo[3,4-d]thiazol-2-yl)nicotinamide